[C@H]12CC(C[C@@H]2C1)C1=CC(=C(C=C1Cl)C=1NC=2C=CN=C(C2C(C1)=O)C(=O)N)C 2-(4-((1R,3r,5S)-bicyclo[3.1.0]hexan-3-yl)-5-chloro-2-methylphenyl)-4-oxo-1,4-dihydro-1,6-naphthyridine-5-carboxamide